5-bromo-6-fluoro-3-oxo-3,4-dihydroquinoxaline-1(2H)-carboxylic acid tert-butyl ester C(C)(C)(C)OC(=O)N1CC(NC2=C(C(=CC=C12)F)Br)=O